C1(=CC=CC=C1)C1(CC1)N1C=NC2=C1C=CC=C2 (1-phenylcyclopropyl)-1H-benzo[d]imidazole